ClC=1C=C(C(=O)NC2=NN(C3=C2C(NC(C3)=O)C3=C(C=CC(=C3)F)Cl)C(=O)NC)C=C(C1)F 3-(3-Chloro-5-fluorobenzamido)-4-(2-chloro-5-fluorophenyl)-N-methyl-6-oxo-4,5,6,7-tetrahydro-1H-pyrazolo[4,3-c]pyridine-1-carboxamide